4-piperidine-methanol N1CCC(CC1)CO